COC1=C(C(=O)N)C=C(C=N1)NC(C(=O)N1[C@H](CC[C@@H](C1)C)C=1C=CC2=CN(N=C2C1)[C@@H]1CN(CC1)C)=O 2-methoxy-5-(2-((2R,5S)-5-methyl-2-(2-((S)-1-methylpyrrolidin-3-yl)-2H-indazol-6-yl)piperidin-1-yl)-2-oxoacetamido)nicotinamide